CC(C)C=1SC(=CC1CC(=O)NS(=O)(=NC1CN(CCC1)C)N(C=1C=NN(C1)C)CC1=C(C=C(C=C1)OC)OC)C(C)C 2-[2,5-bis(propan-2-yl)thiophen-3-yl]-N-{[(2,4-dimethoxyphenyl)methyl](1-methyl-1H-pyrazol-4-yl)(1-methylpiperidin-3-yl)-S-aminosulfonimidoyl}acetamide